5-Chloro-2-(trifluoromethoxy)benzoyl-hydrazine ClC=1C=CC(=C(C(=O)NN)C1)OC(F)(F)F